(3-(3-(4-chloro-2-methyl-2H-indazol-5-yl)-1H-pyrazolo[3,4-b]pyrazin-6-yl)-7-(5-methylisoxazol-3-yl)-3-azabicyclo[4.1.0]heptan-7-yl)methanamine ClC=1C2=CN(N=C2C=CC1C1=NNC2=NC(=CN=C21)N2CC1C(C1CC2)(C2=NOC(=C2)C)CN)C